ClC1=CC=C(O1)C(=O)N[C@H](C(=O)NC=1C(N(C=CC1)CC(=O)NC1C2CC3CC(CC1C3)C2)=O)CCC(C(=O)NC)=O (S)-2-(5-chlorofuran-2-carboxamido)-N1-(1-(2-(2-adamantylamino)-2-oxoethyl)-2-oxo-1,2-dihydropyridin-3-yl)-N6-methyl-5-oxohexanediamide